3,6-Diacetylmorphine hydrochloride Cl.C(C)(=O)C1(CC=C2C[C@@H]3[C@@H]4C=C[C@@]([C@H]5[C@@]4(C2=C1O5)CCN3C)(O)C(C)=O)O